5-(1-methyl-1H-pyrazol-4-yl)-2-(trans-4-((4-(trifluoromethyl)benzyl)oxy)pyrrolidin-3-yl)pyridazin-3(2H)-one CN1N=CC(=C1)C1=CC(N(N=C1)[C@@H]1CNC[C@H]1OCC1=CC=C(C=C1)C(F)(F)F)=O